BrC1=CC=C(S1)CN(CC(=O)N[C@H](C)C1=CC=C(C=C1)Cl)C (R)-2-(((5-Bromothiophen-2-yl)methyl)(methyl)amino)-N-(1-(4-chlorophenyl)ethyl)acetamide